C1C=CC2C3CCC(C12)C3 3a,5,6,7a-tetrahydro-4,7-methano-1H-indene